(S)-2-(2-(4-((1-(7-amino-2-(furan-2-yl)-[1,2,4]triazolo[1,5-a][1,3,5]triazin-5-yl)piperidin-3-yl)methyl)piperazin-1-yl)-5-methylthiazol-4-yl)acetic acid hydrochloride Cl.NC1=NC(=NC=2N1N=C(N2)C=2OC=CC2)N2C[C@@H](CCC2)CN2CCN(CC2)C=2SC(=C(N2)CC(=O)O)C